C(CCCCCCC)(=O)OC(CC(CC(C)(COC(CC(CCCCC)CCCCC)=O)COC(CC(CCCCC)CCCCC)=O)OC(CCCCN(C)C)=O)CC ((5-(dimethylamino)pentanoyl)oxy)-2,2-bis(((3-pentyloctanoyl)oxy)methyl)propyl-3-pentyl octanoate